acetic acid disodium salt [Na+].[Na+].C(C)(=O)[O-].C(C)(=O)[O-]